5,5-dimenthyl-2,4-hexanedione C1(CC(C(CC1)C(C)C)C(C(CC(C)=O)=O)(C)C1CC(CCC1C(C)C)C)C